1,8-diazabicyclo[5.4.0]undec-7-ene propionate C(CC)(=O)O.N12CCCCCC2=NCCC1